N,N,N',N'-Tetrakis(4-methoxyphenyl)-benzidine COC1=CC=C(C=C1)N(C1=CC=C(C=C1)C1=CC=C(N(C2=CC=C(C=C2)OC)C2=CC=C(C=C2)OC)C=C1)C1=CC=C(C=C1)OC